(3S,4S)-4-Methoxy-N,N-dimethylpyrrolidin-3-amine dihydrochloride Cl.Cl.CO[C@@H]1[C@H](CNC1)N(C)C